C(#N)CC1(CN(C1)C1=NC(=NC=C1C)NC1=CC(=NS1)C)NS(=O)(=O)C N-(3-(cyanomethyl)-1-(5-methyl-2-((3-methylisothiazol-5-yl)amino)pyrimidin-4-yl)azetidin-3-yl)methanesulfonamide